O1C2=C(OCC1)C=C(C=C2)N2C=NN(C2=O)CC2=CC(=C(OC(C(=O)O)(C)C)C(=C2)C)C 2-(4-((4-(2,3-Dihydrobenzo[b][1,4]dioxin-6-yl)-5-oxo-4,5-dihydro-1H-1,2,4-triazol-1-yl)methyl)-2,6-dimeth-ylphenoxy)-2-methylpropionic acid